ClC=1C=CC(=C(C1)C1=CC(=C(C(=N1)C(CCC(=O)O)=O)O)C#N)C 4-[6-(5-Chloro-2-methyl-phenyl)-4-cyano-3-hydroxy-pyridin-2-yl]-4-oxo-butyric acid